1-[4-chloro-3-(trifluoromethylsulfonyl)phenyl]-3-(4-fluorophenyl)urea ClC1=C(C=C(C=C1)NC(=O)NC1=CC=C(C=C1)F)S(=O)(=O)C(F)(F)F